BrC1=C(N=C(C=2N1N=CC2)N2CCC1(CC2)C(C=2C(=NC=CC2)C1)=O)C 1'-(7-bromo-6-methyl-pyrazolo[1,5-a]pyrazin-4-yl)spiro[7H-cyclopenta[b]pyridin-6,4'-piperidin]-5-one